ClC=1C(=CC(=NC1)OC)C1=CC(=NN1)C(=O)N1CCC(CC1)C(=O)NCC=1C(=NC=2N(C1C)NC(C2)=O)C 1-[5-(5-chloro-2-methoxypyridin-4-yl)-1H-pyrazole-3-carbonyl]-N-({5,7-dimethyl-2-oxo-1H,2H-pyrazolo[1,5-a]pyrimidin-6-yl}methyl)piperidine-4-carboxamide